NC1=NC(=C(C(=N1)O)CC(F)F)C1CC1 2-amino-6-cyclopropyl-5-(2,2-difluoroethyl)pyrimidin-4-ol